FC1C2(C3=CC=CC=C3C(C1)=O)CC2 fluoro-2',3'-dihydro-4'H-spiro[cyclopropane-1,1'-naphthalene]-4'-one